7-((carboxy(4-hydroxyphenyl)acetyl)amino)-7-methoxy-(3-((1-methyl-1h-tetrazol-5-yl)thio)methyl)-8-oxo-5-oxa-1-azabicyclo[4.2.0]oct-2-ene-2-carboxylic acid CN1C(=NN=N1)SCC2=C(N3[C@@H]([C@@](C3=O)(NC(=O)[C@@H](C4=CC=C(C=C4)O)C(=O)O)OC)OC2)C(=O)O